ClC1=C(N=C(N=N1)N[C@@H]1[C@H](CC2=CC=C(C=C12)C)C)N 6-chloro-N3-[(1R,2S)-2,6-dimethyl-2,3-dihydro-1H-inden-1-yl]1,2,4-triazine-3,5-diamine